3-(3,4-dimethoxybenzyl)-6-{[(1R)-1-methylpropyl]oxy}-1-(tetrahydro-2H-pyran-4-yl)quinazoline COC=1C=C(CN2CN(C3=CC=C(C=C3C2)O[C@@H](CC)C)C2CCOCC2)C=CC1OC